tert-butyl (2R,6S)-4-{5-cyclopropyl-7-[6-(methoxymethoxy)-2,7-dimethylindazol-5-yl]-1,8-naphthyridin-3-yl}-2,6-dimethylpiperazine-1-carboxylate C1(CC1)C1=C2C=C(C=NC2=NC(=C1)C1=CC2=CN(N=C2C(=C1OCOC)C)C)N1C[C@H](N([C@H](C1)C)C(=O)OC(C)(C)C)C